5-(3-bromo-1H-1,2,4-triazol-5-yl)-5-(2,3,4-trifluorophenoxy)pentan-1-ol BrC1=NNC(=N1)C(CCCCO)OC1=C(C(=C(C=C1)F)F)F